Cl[Si]1(C2=C(C3=C1C=CC=C3)C=CC=C2)Cl 5,5-dichloro-5H-dibenzo[b,d]silole